BrC1=CC2=C(N(C(N2C)=O)N2C(CCCC2=O)=O)C=C1 (5-bromo-3-methyl-2-oxo-2,3-dihydro-1H-benzo[d]imidazol-1-yl)piperidine-2,6-dione